tert-butyl (2R,5S)-4-((1r,3S)-3-cyano-7'-(4-cyanopyridin-2-yl)-6',7'-dihydrospiro[cyclobutane-1,5'-pyrrolo[2,3-d]pyrimidin]-4'-yl)-2,5-dimethylpiperazine-1-carboxylate C(#N)C1CC2(CN(C=3N=CN=C(C32)N3C[C@H](N(C[C@@H]3C)C(=O)OC(C)(C)C)C)C3=NC=CC(=C3)C#N)C1